FC1(CCC(CC1)[C@H](NC(=O)C1=NC=NN1CC)C=1OC2=C(N1)C=C(C=C2)[C@@H](COC)N2C(N[C@@H](C2)C(F)(F)F)=O)F N-((S)-(4,4-difluorocyclohexyl)(5-((S)-2-methoxy-1-((S)-2-oxo-4-(trifluoromethyl)imidazolidin-1-yl)ethyl)benzo[d]oxazol-2-yl)methyl)-1-ethyl-1H-1,2,4-triazole-5-carboxamide